NC1=NC=C(C=C1N1CCN(CC1)C(=O)OC(C)(C)C)C=1C(=C(C=C(C1)F)C1=CC(=C(C=C1)N1C(N(CC1)C)=O)Cl)O tert-butyl 4-(2-amino-5-(3'-chloro-5-fluoro-2-hydroxy-4'-(3-methyl-2-oxoimidazolidin-1-yl)-[1,1'-biphenyl]-3-yl)pyridin-3-yl)piperazine-1-carboxylate